6-(trifluoromethyl)imidazolo[1,2-a]pyridin-2-carbaldehyde FC(C=1C=CC=2N(C1)C=C(N2)C=O)(F)F